(Z)-1-(3-(2-(1-ethoxyethyl)-5-methylphenyl)-4-oxothiazolidin-2-ylidene)-3-(2-fluoro-4-(1-(5-(trifluoromethyl)pyridin-2-yl)-1H-1,2,4-triazol-3-yl)phenyl)urea C(C)OC(C)C1=C(C=C(C=C1)C)N1/C(/SCC1=O)=N/C(=O)NC1=C(C=C(C=C1)C1=NN(C=N1)C1=NC=C(C=C1)C(F)(F)F)F